tert-butyl 7-[4-[(cyclopentyl-1H-pyrazol-3-yl) amino] pyrimidin-2-yl]-2,7-diazaspiro[3.4]octane-2-carboxylate C1(CCCC1)N1N=C(C=C1)NC1=NC(=NC=C1)N1CCC2(CN(C2)C(=O)OC(C)(C)C)C1